C12CN(CC(N1)C2)C=2OC1=C(N2)C(=CC=C1C=1SC=CN1)OC(C(C)(O)C)(F)F 1-((2-(3,6-diazabicyclo[3.1.1]heptan-3-yl)-7-(thiazol-2-yl)benzo[d]oxazol-4-yl)oxy)-1,1-difluoro-2-methyl-propan-2-ol